6-(4-(dimethylamino)phenyl)-2-methylimidazo[1,2-a]pyrazine-3(7H)-one CN(C1=CC=C(C=C1)C=1NC=C2N(C1)C(C(=N2)C)=O)C